O=[Y] oxoyttrium